5-(4-cyanophenyl)-N-(2-methylpyrimidin-5-yl)-[1,2,4]triazolo[1,5-a]pyridine-7-carboxamide C(#N)C1=CC=C(C=C1)C1=CC(=CC=2N1N=CN2)C(=O)NC=2C=NC(=NC2)C